FC1=C(C=CC=C1)C=1C(=CC2=CC(=C(C=C2C1)C1=C(C=C(C=C1)Cl)F)OC)OC 3-(2-fluorophenyl)-6-(2-fluoro-4-chlorophenyl)-2,7-dimethoxynaphthalene